FC=1C(=C(C=O)C=C(C1)\C=C\C=1C=NC(=CC1)C)O (E)-3-fluoro-2-hydroxy-5-(2-(6-methylpyridin-3-yl)vinyl)benzaldehyde